benzyl(2,3,5,6-tetrafluoro-4-nitrophenyl)sulfane C(C1=CC=CC=C1)SC1=C(C(=C(C(=C1F)F)[N+](=O)[O-])F)F